N-nonyl-N-decyl-urea C(CCCCCCCC)N(C(=O)N)CCCCCCCCCC